C(C)(C)(C)C1=CC2=C(C3=CC=CC=C3C(=C2C=C1)OC(=O)CCCC)OC(=O)CCCC 2-tert-butyl-9,10-bis(n-butylcarbonyloxy)anthracene